ClC1=C2C(=NC=C1C1=CC=CC(=N1)N1C(CN(CC1)CCCN1CCC(CC1)C=1C=C3C(N(C(C3=CC1)=O)C1C(NC(CC1)=O)=O)=O)=O)NC=C2C2CC2 5-(1-(3-(4-(6-(4-chloro-3-cyclopropyl-1H-pyrrolo[2,3-b]pyridin-5-yl)pyridin-2-yl)-3-oxopiperazin-1-yl)propyl)piperidin-4-yl)-2-(2,6-dioxopiperidin-3-yl)isoindoline-1,3-dione